[(2R)-5,5-dimethyltetrahydrofuran-2-yl]methanol CC1(CC[C@@H](O1)CO)C